C(\C=C\C=CCCCC)CC(=O)O.C(C)(=O)OC=CC=CCCCCC Nonadien-1-YL ACETATE ((3E,6Z)-non-2,4-dien-1-yl acetate)